(S)-N-(5-((6-(4-fluoro-1H-pyrazol-1-yl)-3-nitropyridin-2-yl)amino)-2,3-dihydro-1H-inden-1-yl)acetamide FC=1C=NN(C1)C1=CC=C(C(=N1)NC=1C=C2CC[C@@H](C2=CC1)NC(C)=O)[N+](=O)[O-]